ClC1=NC(=CC(=N1)C(C#N)(C)C)N1[C@@H](COCC1)C (R)-2-(2-chloro-6-(3-methylmorpholino)pyrimidin-4-yl)-2-methyl-propanenitrile